(R)-2-(Aminomethyl)-5-methyl-N-(1-(naphthalen-1-yl)cyclopropyl)-2,3-dihydrobenzofuran-6-carboxamide NC[C@@H]1OC2=C(C1)C=C(C(=C2)C(=O)NC2(CC2)C2=CC=CC1=CC=CC=C21)C